C1=CC=CC=2OC3=C(C(CC21)CN(CC#C)C)C=CC=C3 N-((10,11-dihydrodibenzo[b,f]oxepin-10-yl)methyl)-N-methylprop-2-yn-1-amine